ClC=1C=C(C=CC1)C(CO)N1CN2C(C1)=CC(=C2)C2=NC(=NC=C2)NC2=CC=NN2C 2-(1-(3-chlorophenyl)-2-hydroxyethyl)-6-(2-((1-methyl-1H-pyrazol-5-yl)amino)pyrimidine-4-yl)-1,2-dihydro-3H-pyrrolo[1,2-c]imidazole